6-(4-((4-(4-(2,6-dioxo-1,2,3,6-tetrahydropyrimidin-4-yl)phenyl)piperazin-1-yl)methyl)piperidin-1-yl)pyridazine-3-carboxamide O=C1NC(C=C(N1)C1=CC=C(C=C1)N1CCN(CC1)CC1CCN(CC1)C1=CC=C(N=N1)C(=O)N)=O